CC=1C(=NC=NC1)N1CCN(CC1)CC1(NC2=CC=CC=C2C1)C(=O)[O-] 2-[[4-(5-methylpyrimidin-4-yl) piperazin-1-yl] methyl]-1H-indoleformate